6-(1-(allylamino)-3-(4-((1-methyl-1H-pyrazol-4-yl)buta-1,3-diyn-1-yl)phenyl)propan-2-yl)-5-hydroxypyrimidin-4(3H)-one C(C=C)NCC(CC1=CC=C(C=C1)C#CC#CC=1C=NN(C1)C)C1=C(C(NC=N1)=O)O